5-(8-(7-Acetyl-3-ethyl-5,6,7,8-tetrahydroimidazo[1,5-a]pyrazin-1-yl)isoquinolin-3-yl)-N-(3-(2-(2,6-dioxopiperidin-3-yl)-1-oxoisoindolin-4-yl)cyclopent-2-en-1-yl)picolinamide C(C)(=O)N1CC=2N(CC1)C(=NC2C=2C=CC=C1C=C(N=CC21)C=2C=CC(=NC2)C(=O)NC2C=C(CC2)C2=C1CN(C(C1=CC=C2)=O)C2C(NC(CC2)=O)=O)CC